C1(=CC=CC=C1)C#CC(=O)O phenyl-propiolic acid